(1R,3S)-3-[3-({[5-meth-oxy-2-(methylsulfonyl)-phenyl]acetyl}amino)-1H-pyrazol-5-yl]cyclopentyl tert-butylcarbamate C(C)(C)(C)NC(O[C@H]1C[C@H](CC1)C1=CC(=NN1)NC(CC1=C(C=CC(=C1)OC)S(=O)(=O)C)=O)=O